(7-Fluoro-7-phenyl-2-azaspiro[3.5]nonan-2-yl)((1s,3s)-3-hydroxy-3-methylcyclobutyl)methanone FC1(CCC2(CN(C2)C(=O)C2CC(C2)(C)O)CC1)C1=CC=CC=C1